methyl (S)-4-(8,8-difluoro-2-((5,6,7,8-tetrahydro-1,8-naphthyridin-2-yl)methyl)-2,6-diazaspiro[3.4]octan-6-yl)-3-(3-(3,5-dimethyl-1H-pyrazol-1-yl)phenyl)butyrate FC1(CN(CC12CN(C2)CC2=NC=1NCCCC1C=C2)C[C@@H](CC(=O)OC)C2=CC(=CC=C2)N2N=C(C=C2C)C)F